NC=1C(=CC(=C(C1)NC1=NC=CC(=N1)N1C(N(C2=C1C=CC=C2)CC2CC2)=O)OC)N(C)CCN(C)C 1-(2-((5-amino-4-((2-(dimethylamino)ethyl)(methyl)amino)-2-methoxyphenyl)amino)pyrimidin-4-yl)-3-(cyclopropylmethyl)-1H-benzo[d]imidazol-2(3H)-one